BrC=1C(=C(C=O)C(=CC1)I)F 3-bromo-2-fluoro-6-iodo-benzaldehyde